O=C1CC2(C(C1)N)CCNCC2 2-oxo-8-azaspiro[4.5]decan-4-amine